ClC=1C=NC(=C(C(=O)NC2CCC(CC2)CN2C(N(C3=C2C=CC=C3)C3=C(C=CC=C3)OC)=O)C1)C 5-chloro-N-((1r,4r)-4-((3-(2-methoxyphenyl)-2-oxo-2,3-dihydro-1H-benzo[d]imidazol-1-yl)methyl)cyclohexyl)-2-methylnicotinamide